BrC1=C2C=NN(C2=CC(=C1CCCCBr)Cl)C1OCCCC1 4-bromo-5-(4-bromobutyl)-6-chloro-1-(tetrahydro-2H-pyran-2-yl)-1H-indazole